C(CCCCCCCCCCC)NCCNCC(=O)O N-dodecylaminoethylglycine